CS(=O)(=O)OC1=CC=CC=C1 Phenol methanesulfonate